CC1=C(NC2=CC=CC=C12)N1CNC(C2=CC=CC=C12)=O (3-methyl-indol-2-yl)-2,3-dihydro-quinazolin-4(1H)-one